CN1CCN(CC1)C1=CC2=C(NC(=N2)C2=CC3=C(N=C(N3)C3=CC=C(OCCCCC(=O)NCCNC(OC(C)(C)C)=O)C=C3)C=C2)C=C1 tert-butyl (2-(5-(4-(5-(4-methylpiperazin-1-yl)-1H,3'H-[2,5'-bibenzo[d]imidazol]-2'-yl)phenoxy)-pentanamido)ethyl)carbamate